BrC1=CC(=C(NC2CC(C2)(O)C)C(=C1)[N+](=O)[O-])Cl 3-(4-bromo-2-chloro-6-nitro-anilino)-1-methyl-cyclobutanol